(2R,4R)-6-chloro-7-fluoro-4-hydroxy-N-(3-{4-[(1s,3S)-3-(trifluoromethoxy)cyclobutyl]-1H-1,2,3-triazol-1-yl}bicyclo[1.1.1]pentan-1-yl)-3,4-dihydro-2H-1-benzopyran-2-carboxamide ClC=1C(=CC2=C([C@@H](C[C@@H](O2)C(=O)NC23CC(C2)(C3)N3N=NC(=C3)C3CC(C3)OC(F)(F)F)O)C1)F